[Cl-].[Cl-].C[Si](=[Zr+2](C1C(=CC2=C(C(=C(C=C12)C(C)(C)C)OC)C1=CC=CC=C1)C)C1C(=CC2=C(C(=C(C=C12)C(C)(C)C)OC)C1=CC=CC=C1)C)C Rac-dimethylsilylenebis(2-methyl-4-phenyl-5-methoxy-6-tert-butylinden-1-yl)zirconium dichloride